S1(CC=CC2=C1C=CC=C2)(=O)=O 1-benzothiine-1,1-dione